2-[(2S,4R)-2-{[(S)-(4-cyclopropyl-3-fluorophenyl)(phenyl)methyl] carbamoyl}-4-fluoropyrrolidin-1-yl]-2-oxoethyl 4-(2,2,2-trifluoroethyl)piperazine-1-carboxylate FC(CN1CCN(CC1)C(=O)OCC(=O)N1[C@@H](C[C@H](C1)F)C(N[C@@H](C1=CC=CC=C1)C1=CC(=C(C=C1)C1CC1)F)=O)(F)F